Ethyl 1-(7-(but-3-en-1-yloxy)pyrazolo[1,5-a]pyridin-5-yl)-5-cyclopropyl-1H-pyrazole-3-carboxylate C(CC=C)OC1=CC(=CC=2N1N=CC2)N2N=C(C=C2C2CC2)C(=O)OCC